C(C)(C)(C)OC(=O)N1[C@@H](CN(CC1)C1=NC=CC2=C1C(=CN2C2=CC(=CC(=C2)F)F)Br)C.C[Si](C2=C(C(=C(C2C)C)C)C)(C2=C(C(=C(C2C)C)C)C)C dimethylbis(tetramethylcyclopentadien-1-yl)silane tert-butyl-(R)-4-(3-bromo-1-(3,5-difluorophenyl)-1H-pyrrolo[3,2-c]pyridin-4-yl)-2-methylpiperazine-1-carboxylate